(1S,2S)-2-ALLYLCYCLOPENTANE-1-SULFONAMIDE C(C=C)[C@H]1[C@H](CCC1)S(=O)(=O)N